(Z)-methyl 4-((6-((2,6-dibromobenzyl)sulfonyl)-3-oxo-3,4-dihydro-2H-benzo[b][1,4]thiazin-2-ylidene)methyl)benzoate BrC1=C(CS(=O)(=O)C2=CC3=C(S\C(\C(N3)=O)=C/C3=CC=C(C(=O)OC)C=C3)C=C2)C(=CC=C1)Br